6-[5-[[1-[2-(aminomethyl)-3,3-difluoro-allyl]-5-oxo-1,2,4-triazol-4-yl]methyl]-2-thienyl]-8-fluoro-3,4-dihydro-1H-quinolin-2-one NCC(CN1N=CN(C1=O)CC1=CC=C(S1)C=1C=C2CCC(NC2=C(C1)F)=O)=C(F)F